(R)-4-(9-(2,4-Difluorophenyl)-2,3-dimethyl-4-oxo-4H-pyrazino[1,2-a]pyrimidin-7-yl)-3,4-dihydro-2H-pyran-6-yl trifluoromethanesulfonate FC(S(=O)(=O)OC1=C[C@@H](CCO1)C=1N=C(C=2N(C(C(=C(N2)C)C)=O)C1)C1=C(C=C(C=C1)F)F)(F)F